(R)-6-(4-(4-fluorophenyl)-1-(2-hydroxy-propyl)-1H-imidazol-5-yl)imidazo[1,2-a]pyridine-3-carboxamide FC1=CC=C(C=C1)C=1N=CN(C1C=1C=CC=2N(C1)C(=CN2)C(=O)N)C[C@@H](C)O